1-[2-(N,N-dimethylamino)ethyl]-4-[(4-methoxyphenyl)sulfonylmethyl]-1H-1,2,3-triazole CN(C)CCN1N=NC(=C1)CS(=O)(=O)C1=CC=C(C=C1)OC